ClC=1C=C(C=CC1Cl)C=1NC2=C(C=C(C=C2C1)NC(C=C)=O)C1=NC=CC=C1 N-(2-(3,4-dichlorophenyl)-7-(pyridin-2-yl)-1H-indol-5-yl)acrylamide